tert-Butyl 8-cyano-10-methyl-11-oxo-3,4,8,9,10,11-hexahydro-1H-pyrido[4',3':3,4]pyrazolo[1,5-a][1,4]diazepine-2(7H)-carboxylate C(#N)C1CN(C(C=2N(C1)N=C1C2CN(CC1)C(=O)OC(C)(C)C)=O)C